N1(CCNCC1)C(=O)OC(C=1C=C2N=C(C=NC2=CC1)C=1C(=NN(C1)[C@@H]1C[C@H](C1)CN)C1CC1)C(C)(C)C tert-butyl-((3-(1-(trans-3-(aminomethyl) cyclobutyl)-3-cyclopropyl-1H-pyrazol-4-yl) quinoxalin-6-yl) methyl) piperazine-1-carboxylate